FC1=C(C(=CC(=C1)OC)F)[C@H]1[C@@H](C(NC1)=O)NC=1OC(=NN1)C1=CC=C(C=C1)C(F)(F)F (3S,4R)-4-(2,6-Difluoro-4-methoxyphenyl)-3-({5-[4-(trifluoromethyl)phenyl]-1,3,4-oxadiazol-2-yl}amino)pyrrolidin-2-on